FC=1C=CC(=C2CN(C(C12)=O)C1C(NC(CC1)=O)=O)N1CCC(CC1)CN1CCN(CC1)CC1CCN(CC1)C1=NC=NC(=C1)C=1NN=C2C=CC(=CC12)OC1(CC1)C 3-[7-fluoro-4-[4-[[4-[[1-[6-[5-(1-methylcyclopropoxy)-2H-indazol-3-yl]pyrimidin-4-yl]-4-piperidyl]methyl]piperazin-1-yl]methyl]-1-piperidyl]-1-oxo-isoindolin-2-yl]piperidine-2,6-dione